7-(diethylamino)-3-methyl-1-acetyl-spiro((1)benzopyrano(2,3-c)pyrazole-4(1H),1'(3'H)-isobenzofuran)-3'-one C(C)N(C1=CC2=C(C=C1)C1(OC(C3=CC=CC=C13)=O)C1=C(N(N=C1C)C(C)=O)O2)CC